tert-butyl ((1r,4r)-4-((2-(4,6-dichloro-6'-cyano-2'-fluoro-3'-(2-methoxyethoxy)-[1,1'-biphenyl]-3-yl)-2-phenylethyl)amino)cyclohexyl)carbamate ClC1=C(C=C(C(=C1)Cl)C1=C(C(=CC=C1C#N)OCCOC)F)C(CNC1CCC(CC1)NC(OC(C)(C)C)=O)C1=CC=CC=C1